(R,Z)-N-(1-(naphthalen-2-yl)-2-phenylethyl)-4-(trifluoromethyl)benzimidoyl cyanide C1=C(C=CC2=CC=CC=C12)[C@@H](CC1=CC=CC=C1)\N=C(\C1=CC=C(C=C1)C(F)(F)F)/C#N